4,5,6,7-tetrahydrothiazolo[4,5-c]pyridin-2-amine S1C(=NC=2CNCCC21)N